CN1N=C2C=C(C=CC2=C1)N1C=NC2=CC(=CC=C2C1=O)NC1CCNCC1 3-(2-methyl-2H-indazol-6-yl)-7-(piperidin-4-ylamino)quinazolin-4(3H)-one